N-(2-aminobutyl)maleimide NC(CN1C(C=CC1=O)=O)CC